BrC1=C(C=C(C=C1)NC(OC(C)C)=O)SCC(C)(C)C isopropyl (4-bromo-3-(neopentylthio)phenyl)carbamate